(S)-5-((tert-Butoxycarbonyl)amino)-2-(5-nitrothiophene-2-carboxamido)pentanoic acid methyl ester COC([C@H](CCCNC(=O)OC(C)(C)C)NC(=O)C=1SC(=CC1)[N+](=O)[O-])=O